FC(OC1=CC=C(C=N1)C1=NN(C(C=C1)=O)CC(=O)NC1(CCC1)C1=CC=CC=C1)F 2-(3-(6-(difluoromethoxy)pyridin-3-yl)-6-oxopyridazin-1(6H)-yl)-N-(1-phenylcyclobutyl)acetamide